[6-(2-oxopyrrolidin-1-yl)pyridin-2-yl]aminopyrimidine-5-carbonitrile O=C1N(CCC1)C1=CC=CC(=N1)NC1=NC=C(C=N1)C#N